(6-(2-chloro-5-fluorophenyl)-3-cyano-6-hydroxy-2-methyl-8-oxo-2,6,7,8-tetrahydropyrrolo[3,4-g]indazol-5-yl)-3-fluoro-5-(trifluoromethyl)benzamide ClC1=C(C=C(C=C1)F)C1(NC(C2=C1C(=CC1=C(N(N=C21)C)C#N)C2=C(C(=O)N)C=C(C=C2F)C(F)(F)F)=O)O